Alpha-glutamic acid C(CC(=O)O)[C@@H](C(=O)O)N